COC=1C=C(CN(C=2SC=C(N2)COCCOCCOC2=CC(=CC=C2)OC)CC2=CC(=CC=C2)OC)C=CC1 N,N-bis(3-methoxybenzyl)-4-((2-(2-(3-methoxyphenoxy)ethoxy)ethoxy)methyl)thiazol-2-amine